OC[C@H](CC)NC(OCC1=CC=CC=C1)=O Benzyl (S)-(1-hydroxybutan-2-yl)carbamate